N-(2,6-difluorobenzyl)-N-{2-[3-endo-(3-hydroxyphenyl)-8-aza-bicyclo[3.2.1]oct-8-yl]ethyl}malonamic acid FC1=C(CN(C(CC(=O)O)=O)CCN2C3CC(CC2CC3)C3=CC(=CC=C3)O)C(=CC=C1)F